C(CC)\C(=C/C(=O)OCCCCCCCCCC(CCCCCOC(\C=C\CC(CCCCCCCC)C(CC)C)=O)NCCCO)\CCCCCCCCCC 10-(((5-(E)-3-butyltridecane-2-enoyl)oxy)pentyl)((3-hydroxypropyl)amino)decyl (E)-3-Propyl-2-tridecenoate